3-bromo-6-fluoro-4-(trifluoromethyl)-2-((trimethylsilyl)ethynyl)aniline BrC=1C(=C(N)C(=CC1C(F)(F)F)F)C#C[Si](C)(C)C